C(CCCCCCC\C=C/CCCCCCCC)(=O)N[NH2]=O oleamidoamine oxide